5-bromo-2-cyclopropylisoquinolin-1-one BrC1=C2C=CN(C(C2=CC=C1)=O)C1CC1